C(C=C)(=O)N1CCN(CC1)C1=NC=NC2=CC=C(C=C12)C=1C=C(C(=NC1)OC)NS(=O)(=O)C1CCCCC1 N-(5-(4-(4-acryloylpiperazin-1-yl)quinazolin-6-yl)-2-methoxypyridin-3-yl)cyclohexanesulfonamide